2-(4-fluoropiperidin-1-yl)-N-(6-(thiazol-5-yl)isoquinolin-3-yl)acetamide FC1CCN(CC1)CC(=O)NC=1N=CC2=CC=C(C=C2C1)C1=CN=CS1